5-[4-[2-(cyclopropylmethoxy)-3-pyridinyl]-2,6-difluoro-anilino]pentanoic acid C1(CC1)COC1=NC=CC=C1C1=CC(=C(NCCCCC(=O)O)C(=C1)F)F